tert-Butyl 1-Oxo-1-(4-(((7-(biotinylamino)heptyl)-(6-(biotinylamino) hexyl)amino)methyl)phenyl)-5,8,11-trioxa-2-azatetradecan-14-oate O=C(NCCOCCOCCOCCC(=O)OC(C)(C)C)C1=CC=C(C=C1)CN(CCCCCCNC(CCCC[C@@H]1SC[C@@H]2NC(=O)N[C@H]12)=O)CCCCCCCNC(CCCC[C@@H]1SC[C@@H]2NC(=O)N[C@H]12)=O